FC(C(=O)[O-])(F)F (S)-trifluoroacetate